{3-[6-amino-5-(2-chloro-3,6-difluoro-benzyloxy)-pyridin-3-yl]-phenyl}-(4-amino-piperidin-1-yl)-methanone NC1=C(C=C(C=N1)C=1C=C(C=CC1)C(=O)N1CCC(CC1)N)OCC1=C(C(=CC=C1F)F)Cl